N-(5-{3-fluoro-4-[(6-methylpyridin-2-yl)oxy]phenyl}-6-(2-methoxy-3-nitrophenyl)-7,8-dihydro-6H-imidazo[2',1':5,1]pyrrolo[2,3-d]pyrimidin-4-yl)acetamide FC=1C=C(C=CC1OC1=NC(=CC=C1)C)C1=C2N(C=3N=CN=C(C31)NC(C)=O)CCN2C2=C(C(=CC=C2)[N+](=O)[O-])OC